CC=1C(=C2C=CNC2=C(C1)C)CC1C(CN(CC1)CCC)C1=CC=C(C(=O)O)C=C1 4-(4-((5,7-dimethyl-1H-indol-4-yl)methyl)-1-propylpiperidin-3-yl)benzoic acid